2-(methacryloyloxy)propyl acetoacetate C(CC(=O)C)(=O)OCC(C)OC(C(=C)C)=O